C1(CC1)CCN(C1=C2CN(C(C2=CC=C1)=O)C1C(NC(CC1)=O)=O)C1CCC(CC1)N1CC(CC1)C(F)(F)F 3-(4-((2-cyclopropylethyl)((1r,4r)-4-(3-(trifluoromethyl)pyrrolidin-1-yl)cyclohexyl)amino)-1-oxoisoindolin-2-yl)piperidine-2,6-dione